C(C\C=C/CC)CC(=O)O.C(C)(=O)OCC\C=C/CC cis-3-Hexenyl acetate (cis-3-Hexenyl acetate)